(S)-2-amino-3-(4-((4-(cyclopropylamino)-5-(trifluoromethyl)pyrimidin-2-yl)amino)-3-ethoxyphenyl)propionic acid N[C@H](C(=O)O)CC1=CC(=C(C=C1)NC1=NC=C(C(=N1)NC1CC1)C(F)(F)F)OCC